7-(3-pyrrolidin-1-ylpropoxy)-1,3-benzodioxol-5-amine N1(CCCC1)CCCOC1=CC(=CC2=C1OCO2)N